Gallium diselenid [SeH-]=[Se].[Ga+3].[SeH-]=[Se].[SeH-]=[Se]